N1C=CC=2C1=NC=C(C2)C(=O)NCC=2C=C(C(=O)OC)C=CC2C(C)C Methyl 3-((1H-pyrrolo[2,3-b]pyridine-5-carboxamido) methyl)-4-isopropylbenzoate